BrC=1C(=C(C(=CC1)F)NN)F (3-bromo-2,6-difluorophenyl)hydrazine